{6-[(2-chloro-5-fluorophenyl)carbonyl]-5-cyano-3-oxo-3,4-dihydrospiro[benzo[1,4]oxazine-2,1'-cyclopropane]-7-yl}-3-fluoro-5-(trifluoromethyl)benzamide ClC1=C(C=C(C=C1)F)C(=O)C=1C(=CC2=C(NC(C3(CC3)O2)=O)C1C#N)C1=C(C(=O)N)C=C(C=C1F)C(F)(F)F